CC1=C(C(=CC=C1)C)C=1C=C(C=CC1OC)C1NC(=C([N+]1=O)C(=O)NC1=CC(=CC=C1)C(=O)N1CCN(CC1)C)C 2-[3-(2,6-dimethylphenyl)-4-methoxy-phenyl]-5-methyl-N-[3-(4-methylpiperazine-1-carbonyl)phenyl]-3-oxo-1H-imidazol-3-ium-4-carboxamide